phenyl chlorophosphonate ClP(OC1=CC=CC=C1)([O-])=O